phenyl-6-heptenoic acid ethyl ester C(C)OC(C(CCCC=C)C1=CC=CC=C1)=O